CC=1N([C@H](CC1C(=O)OCC1=CC=CC=C1)C)[C@@H](C)C1=CC=CC=C1 |o1:3| benzyl (S*)-2,5-dimethyl-1-((S)-1-phenylethyl)-4,5-dihydro-1H-pyrrole-3-carboxylate